NC=1C2=C(N=CN1)C(=CS2)C(=O)NC2=C1C=CN=C(C1=CC=C2C)NC2=CC=C(C=C2)Cl 4-amino-N-[1-(4-chloroanilino)-6-methylisoquinolin-5-yl]thieno[3,2-d]pyrimidine-7-carboxamide